tert-butyl (R)-(6-((2-methoxyethyl)(methyl)amino)-2-methylhexan-3-yl)carbamate COCCN(CCC[C@H](C(C)C)NC(OC(C)(C)C)=O)C